4-chloro-3-(3,3-difluoro-2,2-dimethyl-cyclobutyl)-1H-indazole ClC1=C2C(=NNC2=CC=C1)C1C(C(C1)(F)F)(C)C